6-(5-chloro-2-(4-(trimethylsilyl)-1H-1,2,3-triazol-1-yl)phenyl)-5-methylpyridin-4-ol ClC=1C=CC(=C(C1)C1=C(C(=CC=N1)O)C)N1N=NC(=C1)[Si](C)(C)C